3-cyclohexanecarbonitrile C1CC(CCC1)C#N